1,2-bis(ethoxycarbonyloxy)propane C(C)OC(=O)OCC(C)OC(=O)OCC